ClC1=CC=2C=3N(C(=NC2C=C1)NC(CC)=O)N=C(N3)C=3OC=CC3 N-(9-chloro-2-furan-2-yl-[1,2,4]triazolo[1,5-c]quinazolin-5-yl)propanamide